3-[2-[6-[3-(Benzenesulfonamido)phenyl]-4-hydroxyhexoxy]phenyl]propanoic acid C1(=CC=CC=C1)S(=O)(=O)NC=1C=C(C=CC1)CCC(CCCOC1=C(C=CC=C1)CCC(=O)O)O